FC1(C(C2=CC=CC=C2C1O)=O)C1=CC=C(C=C1)C (+)-2-Fluoro-3-hydroxy-2-(p-tolyl)-2,3-dihydro-1H-inden-1-one